C(CCCCCCC\C=C\C=C/CCC)=O (E,Z)-9,11-Pentadecadienal